6-methyl-N-(3-(4-morpholinophenyl)propyl)-2-(trifluoromethyl)thieno[2,3-d]pyrimidin-4-amine CC1=CC2=C(N=C(N=C2NCCCC2=CC=C(C=C2)N2CCOCC2)C(F)(F)F)S1